FC(C1=NC(=NO1)C=1C=C(SC1)CN1N=CC(=C1)C(=O)OCC)(F)F ethyl 1-[[4-[5-(trifluoromethyl)-1,2,4-oxadiazol-3-yl]-2-thienyl]methyl]pyrazole-4-carboxylate